1-(9-ethyl-1-methyl-β-carbolin-6-yl)-3-(4-(trifluoromethyl)phenyl)thiourea C(C)N1C2=CC=C(C=C2C=2C=CN=C(C12)C)NC(=S)NC1=CC=C(C=C1)C(F)(F)F